O=C1NC(CCC1N1C(C2=CC=C(C=C2C1=O)NC(/C(/CC1=CC=C(C=C1)C(F)(F)F)=N/O)=O)=O)=O (E)-N-(2-(2,6-dioxopiperidin-3-yl)-1,3-dioxoisoindolin-5-yl)-2-(hydroxyimino)-3-(4-(trifluoromethyl)phenyl)propionamide